Cl.ClC1=C(C=C(C=C1)C1=NN=C(O1)[C@@H]1CC[C@H](CO1)N)F (3R,6S)-6-(5-(4-chloro-3-fluorophenyl)-1,3,4-oxadiazol-2-yl)tetrahydro-2H-pyran-3-amine HCl salt